vinylurea C(=C)NC(=O)N